3-(7-(2-(5-fluoro-2-methyl-1H-indol-3-yl)ethoxy)thiazolo[5,4-d]pyrimidin-5-yl)pyridin-2-ol FC=1C=C2C(=C(NC2=CC1)C)CCOC=1C2=C(N=C(N1)C=1C(=NC=CC1)O)SC=N2